C(C)(C)(C)OC(CCCC(=O)[O-])=O t-butyl-glutarate